ClC=1C(=C(C=CC1)NC1=NC=NC2=CC(=C(C=C12)N)N1CC2(C1)CN(CC2)C)F N4-(3-chloro-2-fluorophenyl)-7-(6-methyl-2,6-diazaspiro[3.4]octane-2-yl)quinazoline-4,6-diamine